COC[C@H]1[C@@H](CN(C1)CC=1C=NC2=NC(=CC=C2C1)C1CCOCC1)OC=1C=C2CN(C(C2=CC1)=O)[C@@H]1C(NC(CC1)=O)=O (3S)-3-(5-{[(3S,4S)-4-(methoxymethyl)-1-{[7-(oxan-4-yl)-1,8-naphthyridin-3-yl]methyl}pyrrolidin-3-yl]oxy}-1-oxo-2,3-dihydro-1H-isoindol-2-yl)piperidine-2,6-dione